2-methylpropanoic acid [(6s,7r,8r)-8-benzyl-3-[(3-hydroxy-4-methoxy-pyridine-2-carbonyl) amino]-6-methyl-4,9-dioxo-1,5-dioxo-non-7-yl] ester C(C1=CC=CC=C1)[C@H]([C@H]([C@@H](C(C(C(CC=O)NC(=O)C1=NC=CC(=C1O)OC)=O)=O)C)OC(C(C)C)=O)C=O